β-bromopropionic anhydride BrCCC(=O)OC(CCBr)=O